Methyl 2-[2-chloro-4-(4-chlorophenoxy)phenyl]-2-hydroxy-3-(1,2,4-triazol-1-yl)propanoate ClC1=C(C=CC(=C1)OC1=CC=C(C=C1)Cl)C(C(=O)OC)(CN1N=CN=C1)O